1-methyl-3-(2-(naphthalene-2-yl)-5,5-diphenyl-tetrahydrofuran-2-yl)-1H-indole CN1C=C(C2=CC=CC=C12)C1(OC(CC1)(C1=CC=CC=C1)C1=CC=CC=C1)C1=CC2=CC=CC=C2C=C1